(Z)-2-((1-tert-butyl-1H-pyrazol-4-yl)amino)-4-((pent-2-en-1-yl)amino)pyrimidin-5-carboxamide C(C)(C)(C)N1N=CC(=C1)NC1=NC=C(C(=N1)NC\C=C/CC)C(=O)N